1,5-n-pentanediol C(CCCCO)O